(S)-2-(6-Cyanobenzo[d]oxazol-2-yl)-6-methoxy-5-((6-methoxypyridin-3-yl)methoxy)-1,2,3,4-tetrahydroisoquinoline-3-carboxylic acid C(#N)C1=CC2=C(N=C(O2)N2CC3=CC=C(C(=C3C[C@H]2C(=O)O)OCC=2C=NC(=CC2)OC)OC)C=C1